2-Amino-5-Hydroxybenzenethiol NC1=C(C=C(C=C1)O)S